(6-chloro-1-hydroxybenzo[d][1,2,3]-diazaborinin-2(1H)-yl)(5-methylthiazol-2-yl)methanone ClC1=CC2=C(B(N(N=C2)C(=O)C=2SC(=CN2)C)O)C=C1